FC(C=1OC(=NN1)C=1C=NC(=CC1)CN1C=NC2=C1C=C(C(=C2)C)C)F 2-(difluoromethyl)-5-(6-((5,6-dimethyl-1H-benzo[d]imidazol-1-yl)methyl)pyridin-3-yl)-1,3,4-oxadiazole